(2S,3R)-2-nonadecanoylaminooctadecane-1,3-diol C(CCCCCCCCCCCCCCCCCC)(=O)N[C@@H](CO)[C@@H](CCCCCCCCCCCCCCC)O